ClC1=NC(=C2C(=N1)N(N=C2)[C@H]2[C@@H]([C@@]([C@H](O2)CO)(O)C)O)N2C[C@@H]1[C@H](C2)CCC1 (2R,3S,4R,5R)-5-(6-chloro-4-((3aR,6aS)-hexahydrocyclopenta[c]pyrrol-2(1H)-yl)-1H-pyrazolo[3,4-d]pyrimidin-1-yl)-2-(hydroxymethyl)-3-methyltetrahydrofuran-3,4-diol